BrC=1C=CC(=C(C1)C(CC(F)(F)F)O)CO 1-(5-Bromo-2-hydroxymethylphenyl)-2-trifluoromethylethanol